(3-(imidazo[1,2-a]pyridin-6-yl)-1H-pyrrolo[2,3-b]pyridin-5-yl)(4-methylpiperazin-1-yl)methanone N=1C=CN2C1C=CC(=C2)C2=CNC1=NC=C(C=C12)C(=O)N1CCN(CC1)C